BrC1=C2C[C@@H](NCC2=CC=C1F)CO[Si](C1=CC=CC=C1)(C1=CC=CC=C1)C(C)(C)C (R)-5-bromo-3-(((tert-butyldiphenylsilyl)oxy)methyl)-6-fluoro-1,2,3,4-tetrahydroisoquinoline